N-[3-[5-chloro-2-(difluoromethoxy)phenyl]-1-[rac-(3R)-1-methyl-2-oxo-pyrrolidin-3-yl]pyrazol-4-yl]pyrazolo[1,5-a]pyrimidine-3-carboxamide ClC=1C=CC(=C(C1)C1=NN(C=C1NC(=O)C=1C=NN2C1N=CC=C2)[C@H]2C(N(CC2)C)=O)OC(F)F |r|